C(C=C)(=O)OC(C(CCCCC(F)(F)F)F)(F)F hexafluoroheptyl acrylate